(3R,12bS)-3-Ethyl-8-methoxy-12-tosyl-3,4,6,7,12,12b-hexahydroindolo[2,3-a]quinolizin-2(1H)-one C(C)[C@@H]1CN2CCC3=C([C@@H]2CC1=O)N(C1=CC=CC(=C13)OC)S(=O)(=O)C1=CC=C(C)C=C1